((3S,7aS)-3-((cyclopropylmethoxy)methyl)tetrahydro-1H-pyrrolizin-7a(5H)-yl)methanol C1(CC1)COC[C@@H]1CC[C@@]2(CCCN12)CO